(6-(3-Fluoro-4-methylbenzyl)-2-azaspiro[3.3]heptan-2-yl)((1s,3s)-3-hydroxy-3-methylcyclobutyl)methanon FC=1C=C(CC2CC3(CN(C3)C(=O)C3CC(C3)(C)O)C2)C=CC1C